C(CCCCCCCCCCC)CCC(=S)OCC(COC(CCCCCCCCCCCCCC)=S)(COC(CCCCCCCCCCCCCC)=S)COC(CCCCCCCCCCCCCC)=S Pentaerythritol tetra(β-laurylthiopropionate)